CC=1C=2N(C=C(N1)C)N=C(C2)C=2N=C1N(C(C2)=O)C=C(C=C1)N1CC2C(CC1)N(CC2)CC 2-(4,6-dimethylpyrazolo[1,5-a]pyrazin-2-yl)-7-(1-ethyloctahydro-5H-pyrrolo[3,2-c]pyridin-5-yl)-4H-pyrido[1,2-a]pyrimidin-4-one